NC1=C(C=CC=2C(C3=CC=CC=C3C(C12)=O)=O)C 1-Amino-2-methylanthraquinone